1-(tert-butyl)-N-(2-fluoro-4-(6-(1-methyl-1H-pyrazol-4-yl)pyrazolo[1,5-a]pyrazin-4-yl)benzyl)-1H-1,2,3-triazole-4-carboxamide C(C)(C)(C)N1N=NC(=C1)C(=O)NCC1=C(C=C(C=C1)C=1C=2N(C=C(N1)C=1C=NN(C1)C)N=CC2)F